FC(C(=O)OI(C1=CC=CC=C1)OC(C(F)(F)F)=O)(F)F phenyl-λ3-iodanediyl bis(2,2,2-trifluoroacetate)